OC12CC3C(C(C(C(C1O)C3)O)C2)O 1,4,6,8-tetrahydroxyadamantane